5-((4-methoxyphenyl)amino)-7H-pyrrolo[2,3-c][2,6]naphthyridine-8-carboxylic acid COC1=CC=C(C=C1)NC1=NC2=C(C3=CN=CC=C13)C=C(N2)C(=O)O